1-{[(3R,4R)-1-(cyanoacetyl)-4-methylpyrrolidin-3-yl]methoxy}-7-(propan-2-yloxy)isoquinoline-6-carboxamide C(#N)CC(=O)N1C[C@@H]([C@H](C1)C)COC1=NC=CC2=CC(=C(C=C12)OC(C)C)C(=O)N